ClCC(=O)N(C(C(=O)NC1CCS(CC1)(=O)=O)C=1C=NC=NC1)CCC1=CC(=CC=C1)F 2-[(2-chloroacetyl)-[2-(3-fluorophenyl)ethyl]amino]-N-(1,1-dioxothian-4-yl)-2-pyrimidin-5-yl-acetamide